FC(C(C(C(S(=O)(=O)[O-])(F)F)(F)F)(F)F)(F)F.C1(=CC=CC=C1)[S+](C1=CC=C(C=C1)C(C)(C)C)C1=CC=CC=C1 diphenyl-4-t-butylphenyl-sulfonium nonafluorobutanesulfonate